[OH-].C[N+](CCO)(C)CCCCCCCCCCCC N,N-Dimethyl-n-dodecyl-N-(2-hydroxyethyl)-ammonium hydroxide